O[C@@H]1C[C@H](N(C1)C([C@H](C(C)(C)C)NC(CCCCNC(OC(C)(C)C)=O)=O)=O)C(N[C@@H](C)C1=CC=C(C=C1)C1=C(N=CS1)C)=O tert-butyl (5-(((S)-1-((2S,4R)-4-hydroxy-2-(((S)-1-(4-(4-methylthiazol-5-yl)phenyl)ethyl)carbamoyl)pyrrolidin-1-yl)-3,3-dimethyl-1-oxobutan-2-yl)amino)-5-oxopentyl)carbamate